4-(6-(5-chloropyrazin-2-yl)-7-((2-(trimethylsilyl)ethoxy)methyl)-7H-pyrrolo[2,3-d]pyrimidin-4-yl)morpholine ClC=1N=CC(=NC1)C1=CC2=C(N=CN=C2N2CCOCC2)N1COCC[Si](C)(C)C